(R)- or (S)-N-((4-(4-(difluoromethoxy)phenyl)-4,5,6,7-tetrahydropyrazolo[1,5-a]pyrimidin-6-yl)methyl)acrylamide FC(OC1=CC=C(C=C1)N1C=2N(C[C@@H](C1)CNC(C=C)=O)N=CC2)F |o1:13|